(R)-7-((1-hydroxypropan-2-yl)amino)-N-(3-morpholinopropyl)-2-phenylthiazolo[5,4-b]pyridine-6-carboxamide OC[C@@H](C)NC1=C2C(=NC=C1C(=O)NCCCN1CCOCC1)SC(=N2)C2=CC=CC=C2